2-((2-hydroxy-2-methylpropyl)thio)acetic acid OC(CSCC(=O)O)(C)C